NC1=C(C(=NC=N1)NC=1C=C(C=CC1)NC(C=C)=O)C1=CC=C(C=C1)OC1=CC=CC=C1 N-(3-((6-amino-5-(4-phenoxyphenyl)pyrimidin-4-yl)amino)phenyl)acrylamide